COC1=CC=2N=CN=C(C2N=C1O[C@H](C)C=1N=CSC1)C=1C(=NN(C1)C)C1=CC=CC=C1 (R)-4-(1-((7-methoxy-4-(1-methyl-3-phenyl-1H-pyrazol-4-yl)pyrido[3,2-d]pyrimidin-6-yl)oxy)ethyl)thiazole